S(=O)(=O)(O)[O-].C(CCC)N1C=[N+](C=C1)C 1-butyl-3-methylimidazolium hydrogensulfate